C(=C)C1=C(C(=CC=C1)C=C)C=C 1,2,3-trivinyl-benzene